C(=CCC)OP(O)(O)=O butenyl-phosphoric acid